OC1=CC(=NC=2N1N=C(C2)C)CN2CCC(CC2)C=2C=C1CN(C(C1=CC2)=O)C2C(NC(CC2)=O)=O 3-(5-(1-((7-hydroxy-2-methylpyrazolo[1,5-a]pyrimidin-5-yl)methyl)piperidin-4-yl)-1-oxoisoindolin-2-yl)piperidine-2,6-dione